ClC1=C(C=CC=C1COC1=NC=2CCNCC2C=C1)C1=C(C=CC=C1)F 2-((2-chloro-2'-fluoro-[1,1'-biphenyl]-3-yl)methoxy)-5,6,7,8-tetrahydro-1,6-naphthyridine